6-(2-hydroxy-2-methylpropoxy)-4-(6-(6-((2-methoxythiazol-5-yl)methyl)-3,6-diazabicyclo[3.1.1]heptan-3-yl)pyridin-3-yl)pyrazolo[1,5-a]pyridine-3-carbonitrile OC(COC=1C=C(C=2N(C1)N=CC2C#N)C=2C=NC(=CC2)N2CC1N(C(C2)C1)CC1=CN=C(S1)OC)(C)C